C(CC(C)C)C1OC2C(C1(O)C)CCC(C2)C 2-isoamyl-3,6-dimethyl-octahydrobenzofuran-3-ol